BrC1=NNC2=NC=C(C=C21)C2CCCC=1C(=C(C(=CC21)C#N)OCCCl)Cl 8-(3-bromo-1H-pyrazolo[3,4-b]pyridin-5-yl)-4-chloro-3-(2-chloroethoxy)-5,6,7,8-tetrahydronaphthalene-2-carbonitrile